3-Methylacryloxy-propylmethyldiethoxysilan CC=CC(=O)OC(C)O[Si](OCC)(C)CCC